N-(p-tolyl)-2-(5-(trifluoromethyl)-1,2,4-oxadiazol-3-yl)-6,7-dihydrothieno[3,2-c]pyridine-5(4H)-carboxamide C1(=CC=C(C=C1)NC(=O)N1CC2=C(CC1)SC(=C2)C2=NOC(=N2)C(F)(F)F)C